1-(((2S,3S)-1-((3-cyano-1-azetidinyl)sulfonyl)-2-methyl-3-piperidinyl)carbonyl)-N-(4-(trifluoromethyl)benzyl)-D-prolinamide C(#N)C1CN(C1)S(=O)(=O)N1[C@H]([C@H](CCC1)C(=O)N1[C@H](CCC1)C(=O)NCC1=CC=C(C=C1)C(F)(F)F)C